2-(2-Amino-5-fluorobenzenesulfonamido)acetate NC1=C(C=C(C=C1)F)S(=O)(=O)NCC(=O)[O-]